CC1=NN2C(C=C(C=C2)OCC2=NC=CC=C2)=C1C(=O)NC1CNCC1C(F)(F)F 2-methyl-5-[(pyridin-2-yl)methoxy]-N-[4-(trifluoromethyl)pyrrolidin-3-yl]pyrazolo[1,5-a]pyridine-3-carboxamide